CN(C)CC1=C(C=CC=C1)C1=CC=C(S1)[C@@H](C)NC1=NC(=NC2=CC(=C(C=C12)OC)OC)C |r| racemic-N-[1-(5-{2-[(dimethylamino)methyl]phenyl}-2-thienyl)ethyl]-6,7-dimethoxy-2-methylquinazolin-4-amine